ClC1=NC=CC(=N1)C1=CC=C2C(=N1)N=C(N2C(C)C)C (2-chloropyrimidin-4-yl)-1-isopropyl-2-methyl-1H-imidazo[4,5-b]pyridine